(Rac)-(4-amino-1-methyl-1H-pyrazolo[4,3-c]quinolin-8-yl)(7-(trifluoromethyl)-2,3,9,9a-tetrahydroindeno[2,1-b][1,4]oxazin-4(4aH)-yl)methanone NC1=NC=2C=CC(=CC2C2=C1C=NN2C)C(=O)N2C1C(OCC2)CC=2C=C(C=CC21)C(F)(F)F